ClCC(=O)OCC(=O)OCCCCCC normal-hexyl 2-(2-chloroacetoxy)acetate